BrC1=C2C(=NC=C1)NC(=N2)C2=CC=C(C=C2)N2CCN(CC2)C 7-bromo-2-(4-(4-methylpiperazin-1-yl)phenyl)-3H-imidazo[4,5-b]pyridine